N-methyl-5-(4-(3-(6-oxo-5-(trifluoromethyl)-1,6-dihydropyridin-2-yl)cyclopentyl)piperazin-1-yl)picolinamide CNC(C1=NC=C(C=C1)N1CCN(CC1)C1CC(CC1)C=1NC(C(=CC1)C(F)(F)F)=O)=O